tricosyl-resorcinol C(CCCCCCCCCCCCCCCCCCCCCC)C1=C(O)C=CC=C1O